Cl.N1C[C@H](CCC1)NC(=O)C1=CC2=C(N(C(=N2)NC=2SC3=C(N2)C=CC(=C3)Cl)C)C=C1 2-(6-Chloro-benzothiazol-2-ylamino)-1-methyl-1H-benzoimidazole-5-carboxylic acid (S)-piperidin-3-ylamide hydrochloride